(6-chloropyridin-2-yl)-N2-isopropyl-N4-(3-(methylsulfonyl)phenyl)-1,3,5-triazine-2,4-diamine ClC1=CC=CC(=N1)C1=NC(=NC(=N1)NC(C)C)NC1=CC(=CC=C1)S(=O)(=O)C